2-amino-1-(3-methoxy-2,6-dimethylphenyl)-5-methyl-1H-pyrrole NC=1N(C(=CC1)C)C1=C(C(=CC=C1C)OC)C